O=C(C(=O)N)N1[C@H](CC[C@@H](C1)C)C=1C=CC2=CN(N=C2C1)C1CC1 |r| 2-Oxo-2-[rac-(2R,5S)-2-(2-cyclopropylindazol-6-yl)-5-methyl-1-piperidyl]acetamide